C1(CC1)CN1[C@H]2[C@]34CC([C@]([C@H]5[C@]3(CC1)C1=C(O5)C(=CC=C1C2)OC)(CC4)OC)C(C)(C(C)(C)C)O 2-((4R,4aR,7S,7aR,12bS)-3-(cyclopropylmethyl)-7,9-dimethoxy-1,2,3,4,5,6,7,7a-octahydro-4a,7-ethano-4,12-methanobenzofuro[3,2-e]isoquinolin-6-yl)-3,3-dimethylbutan-2-ol